O[C@@]1(C(N(CC1)C)=O)C1=CC(=NO1)C=1C=C(C=CC1)C=1N=C(C2=C(N1)C[C@@H]1CC[C@H]2O1)C(=O)N (5R,8S)-2-(3-(5-((R)-3-hydroxy-1-methyl-2-oxopyrrolidin-3-yl)isoxazol-3-yl)phenyl)-6,7,8,9-tetrahydro-5H-5,8-epoxycyclohepta[d]pyrimidine-4-carboxamide